COC1(CCN(CC1)C)C=1SC2=C(N1)C=C(C=C2)C2=NC[C@H](CC2)C (S)-2-(4-methoxy-1-methylpiperidin-4-yl)-5-(5-methyl-3,4,5,6-tetrahydropyridin-2-yl)benzo[d]thiazole